2-[(2E)-2-(aminomethyl)-3-fluoroprop-2-en-1-yl]-4-(5-[3-(dimethylamino)phenyl]thiophen-2-ylmethyl)-2,4-dihydro-3H-1,2,4-triazol-3-one hydrochloride Cl.NC/C(/CN1N=CN(C1=O)CC=1SC(=CC1)C1=CC(=CC=C1)N(C)C)=C\F